FN1C2=C(CCCC1=O)C=CC(=C2)C(=O)NC2=CC(=CC=C2)C2=NN=CN2C(C)C fluoro-N-(3-(4-isopropyl-4H-1,2,4-triazol-3-yl)phenyl)-2-oxo-2,3,4,5-tetrahydro-1H-benzo[b]azepine-8-carboxamide